2-[1-[4-(trifluoromethyl)phenyl]piperidin-4-yl]ethanol FC(C1=CC=C(C=C1)N1CCC(CC1)CCO)(F)F